4-(hydroxy(2-oxocyclohexyl)methyl)benzonitrile OC(C1=CC=C(C#N)C=C1)C1C(CCCC1)=O